C[C@@H]1N(CCN([C@H]1C)C1=CC=CC=C1)C(=O)C1=CC=CC2=CC=CC=C12 ((2S,3S)-2,3-dimethyl-4-phenylpiperazin-1-yl)(naphthalen-1-yl)methanone